1,3-bis(4-methylphenyl)pyrimidine-2,4,6(1H,3H,5H)-trione CC1=CC=C(C=C1)N1C(N(C(CC1=O)=O)C1=CC=C(C=C1)C)=O